C(C1=CC=CC=C1)OC(=O)NC[C@H](CC=CC(=O)OCC)[C@@H](C)NC(=O)OC(C)(C)C Ethyl (5S,6R)-5-((((benzyloxy)carbonyl)amino)methyl)-6-((tert-butoxycarbonyl)amino)hept-2-enoate